5-methyl-hydroquinone diformate C(=O)O.C(=O)O.CC=1C(=CC=C(O)C1)O